tert-butyl 4-(2-(2,6-dioxopiperidin-3-yl)-6-fluoro-1,3-dioxoisoindoline-5-yl)piperazine-1-carboxylate O=C1NC(CCC1N1C(C2=CC(=C(C=C2C1=O)N1CCN(CC1)C(=O)OC(C)(C)C)F)=O)=O